N-(6-chloro-4-(1-methoxyethyl)-1,5-naphthyridin-3-yl)-N'-(1-methyl-3-(trifluoromethyl)-1H-pyrazol-5-yl)urea ClC=1N=C2C(=C(C=NC2=CC1)NC(=O)NC1=CC(=NN1C)C(F)(F)F)C(C)OC